(S)-2-amino-5-(4-chlorophenyl)-4-oxo-4,5-dihydrofuran-3-yl-5-d-propane-1-sulfonate NC=1O[C@@](C(C1OS(=O)(=O)CCC)=O)([2H])C1=CC=C(C=C1)Cl